FC(CC(=O)OC)([C@H]1N2C(N([C@H](CC1)C2)OS(=O)(=O)O)=O)F Methyl 3,3-difluoro-3-((2S,5R)-7-oxo-6-(sulfooxy)-1,6-diazabicyclo[3.2.1]octan-2-yl)propanoate